CYCLOHEXADECENON C1CCCCCC/C=C\C(=O)CCCCCC1